(±)-N-(3-chloro-4-(trifluoromethyl)phenyl)-2-oxo-3,5,6,7,8,9-hexahydro-2H-5,8-methano-cyclohepta[d]pyrimidine-10-carboxamide ClC=1C=C(C=CC1C(F)(F)F)NC(=O)C1C2CCC1CC1=NC(NC=C12)=O